C(C)(C)(C)OC(=O)N1CC(=CC1)C1=C(C=CC(=C1)C=C(C)C)C#N 3-[2-cyano-5-(2-methylprop-1-enyl)phenyl]-2,5-dihydropyrrole-1-carboxylic acid tert-butyl ester